S-nitroso-AZacetyl-penicillamine N(=O)SC([C@H](NNCCCCCCCCCCCCCCC)C(=O)O)(C)C